4-((1-(4-(10-Methoxy-3-phenyl-5H-benzo[e]imidazo[1,2-c][1,3]oxazin-2-yl)benzyl)piperidin-4-yl)amino)pyrimidine-2-carbonitrile COC1=CC=CC2=C1C=1N(CO2)C(=C(N1)C1=CC=C(CN2CCC(CC2)NC2=NC(=NC=C2)C#N)C=C1)C1=CC=CC=C1